C(C)C1CC2C(C3=CC=C(C=C3C(C2CC1)=O)Cl)=O 2-ethyl-6-chloro-1,2,3,4,4a,9a-hexahydroanthraquinone